6-chloro-2-cyclopropyl-3-methoxy-4-((E)-2-(trans-4-(trifluoromethyl)cyclohexyl)vinyl)pyridine ClC1=CC(=C(C(=N1)C1CC1)OC)\C=C\[C@@H]1CC[C@H](CC1)C(F)(F)F